FC=1C=C2C(CC3(CCN(CC3)C(=O)NCC3=C(C=C(C=C3)F)OC)OC2=CC1)=O 6-fluoro-N-(2-methoxy-4-fluorobenzyl)-4-oxospiro[chromane-2,4'-piperidine]-1'-carboxamide